C(C)(C)(C)OC(=O)NC1CCN(CC1)CC1=CC(=NC=C1)C(=O)[O-].[Li+] lithium 4-{[4-(tert-butoxy carbonylamino)-1-piperidyl]methyl}-2-pyridinecarboxylate